2-((2S,3S)-3-(((BENZYLOXY)CARBONYL)AMINO)-4-oxo-4-(2-oxo-2-PHENYLETHOXY)BUTAN-2-YL) 1-(TERT-BUTYL) (2S,4S)-4-METHYLPYRROLIDINE-1,2-DICARBOXYLATE C[C@H]1C[C@H](N(C1)C(=O)OC(C)(C)C)C(=O)O[C@@H](C)[C@@H](C(OCC(C1=CC=CC=C1)=O)=O)NC(=O)OCC1=CC=CC=C1